C(#N)N=C(NC1=CC(=C(C=C1)Cl)Cl)N1C2CCC1CC=1C(=NC=CC12)F (±)-N'-cyano-N-(3,4-dichlorophenyl)-1-fluoro-6,7,8,9-tetrahydro-5H-5,8-epiminocyclohepta[c]pyridine-10-carboximidamide